[(3aR,6S,6aR)-6-(benzyloxy)-5-(hydroxymethyl)-2,2-dimethyl-dihydro-3aH-furo[2,3-d][1,3]dioxol-5-yl]methanol C(C1=CC=CC=C1)O[C@@H]1C(O[C@@H]2OC(O[C@@H]21)(C)C)(CO)CO